3-amino-N-[(6R)-2-[(3S,4S)-3-amino-4-(propan-2-yloxy)pyrrolidin-1-yl]-5,6,7,8-tetrahydroquinazolin-6-yl]-6-methylthieno[2,3-b]pyridine-2-carboxamide NC1=C(SC2=NC(=CC=C21)C)C(=O)N[C@H]2CC=1C=NC(=NC1CC2)N2C[C@@H]([C@H](C2)OC(C)C)N